The molecule is an amino alcohol that is 2-aminooctadeca-8,16-diene-1,3,14-triol substituted by methyl groups at positions 5, 9, 13 and 17 (the 2S,3R,8E stereoisomer). It has a role as a metabolite. It is a sphingoid and an amino alcohol. CC(CC/C=C(\\C)/CCCC(C)C(CC=C(C)C)O)C[C@H]([C@H](CO)N)O